1-imino-1-oxothiopyrane N=S1(CC=CC=C1)=O